O=CC(C(=O)[O-])O ketolactate